(1S,2R)-2-(4-fluorophenyl)cyclopropylamine hydrochloride Cl.FC1=CC=C(C=C1)[C@@H]1[C@H](C1)N